3-pyridyltriethynylsilane N1=CC(=CC=C1)[Si](C#C)(C#C)C#C